OC(CC)C1=CC=C(C=C1)CC(C)C1=CC=C(C=C1)C(CC)O 1,2-bis(4-α-hydroxypropylphenyl)propane